(9s,13s)-3,11-dioxo-1-phenyl-2-oxa-4,10,12-triazapentadecane-9,13,15-tricarboxylic acid tri-tert-butyl ester C(C)(C)(C)OC(=O)[C@H](CCCCNC(OCC1=CC=CC=C1)=O)NC(N[C@@H](CCC(=O)OC(C)(C)C)C(=O)OC(C)(C)C)=O